7-[(2,5-Dioxopyrrolidin-1-yl)oxy]-N-(2-{[α-D-mannopyranosyl-(1→3)-[α-D-mannopyranosyl-(1→6)]-α-D-mannopyranosyl]oxy}ethyl)-7-oxo-heptanamide O=C1N(C(CC1)=O)OC(CCCCCC(=O)NCCO[C@@H]1[C@@H](O)[C@@H](O[C@@H]2[C@@H](O)[C@@H](O)[C@H](O)[C@H](O2)CO)[C@H](O)[C@H](O1)CO[C@@H]1[C@@H](O)[C@@H](O)[C@H](O)[C@H](O1)CO)=O